N-ethoxy-6-((1-methyl-1H-pyrazol-5-yl)amino)nicotinamide C(C)ONC(C1=CN=C(C=C1)NC1=CC=NN1C)=O